dimethyl-2,4,6-trimethyl-benzoyl-phosphorus oxide CP(C(C1=C(C=C(C=C1C)C)C)=O)(C)=O